C(C)C1(COC1)COC(CCC1=CC2=CC3=CC=CC=C3C=C2C=C1)=O 2-(3-((3-ethyloxetan-3-yl)methoxy)-3-oxopropyl)anthracene